ClC=1C=CC=C2C=CC=C(C12)C=1C=CC2=C3C(=C(C=CC3=C(N=C2C1)N1CC(C1)OC)N1CCN(CC1)C(C=C)=O)F 1-(4-(3-(8-chloronaphthalen-1-yl)-10-fluoro-6-(3-methoxyazetidin-1-yl)phenanthridin-9-yl)piperazin-1-yl)prop-2-en-1-one